N-(4-(3-(1-(quinolin-4-yl)piperazine-4-carbonyl)piperidine-1-carbonyl)phenyl)acetamide N1=CC=C(C2=CC=CC=C12)N1CCN(CC1)C(=O)C1CN(CCC1)C(=O)C1=CC=C(C=C1)NC(C)=O